ClC=1C=C(C=CC1F)N(C(=O)N)C 1-(3-chloro-4-fluorophenyl)-1-methylurea